3-chloro-5-(5-[3-fluoro-4-[4-(piperazin-1-ylmethyl)piperidin-1-yl]phenyl]-8-oxo-6-sulfanylidene-5,7-diazaspiro[3.4]octan-7-yl)pyridine-2-carbonitrile hydrochloride Cl.ClC=1C(=NC=C(C1)N1C(N(C2(CCC2)C1=O)C1=CC(=C(C=C1)N1CCC(CC1)CN1CCNCC1)F)=S)C#N